FC1=C(C=CC(=C1)C)CCC1CN(C1)C(=O)N1C[C@@H]2[C@@H](OCC(N2)=O)CC1 (4aR,8aS)-6-[3-[2-(2-Fluoro-4-methyl-phenyl)ethyl]azetidine-1-carbonyl]-4,4a,5,7,8,8a-hexahydropyrido[4,3-b][1,4]oxazin-3-one